((2R,3S,4R,5R)-5-(4-acetamidopyrrolo[2,1-f][1,2,4]triazin-7-yl)-5-cyano-3,4-dihydroxytetrahydrofuran-2-yl)methyl 2-(1-aminocyclohexyl)acetate NC1(CCCCC1)CC(=O)OC[C@H]1O[C@@]([C@@H]([C@@H]1O)O)(C#N)C1=CC=C2C(=NC=NN21)NC(C)=O